tert-butyl (2-((7-bromo-6-chloro-8-fluoroquinazolin-4-yl)(methyl)amino)ethyl)carbamate BrC1=C(C=C2C(=NC=NC2=C1F)N(CCNC(OC(C)(C)C)=O)C)Cl